2-((1r,3r)-1-(3-((tert-butoxycarbonyl)amino)phenyl)-3-cyanocyclobutyl)acetic acid methyl ester COC(CC1(CC(C1)C#N)C1=CC(=CC=C1)NC(=O)OC(C)(C)C)=O